4-chloro-3-isobutoxy-pyridin-2-amine ClC1=C(C(=NC=C1)N)OCC(C)C